(S)-Benzyl 2-(((benzyloxy)carbonyl)amino)-4-hydroxybutanoate C(C1=CC=CC=C1)OC(=O)N[C@H](C(=O)OCC1=CC=CC=C1)CCO